C(C)(C)(C)OC(=O)N1C(=NC2=C1C(=CC(=C2OC(C)C)F)F)CN2C(C(=CC=C2)NC([C@H](CC\C=C\C(=O)N(C)C)NC(=O)OC)=O)=O tert-Butyl-(S,E)-2-((3-(7-(dimethylamino)-2-((methoxycarbonyl)amino)-7-oxohept-5-enamido)-2-oxopyridin-1(2H)-yl)methyl)-5,7-difluoro-4-isopropoxy-1H-benzo[d]imidazol-1-carboxylat